CS(=O)(=O)C1=CC=C(C=C1)NCC#CC=1N(C2=CC=CC(=C2C1)NC1CCN(CC1)CCN1CCC(CC1)C(=O)N)CC(F)(F)F 1-(2-(4-((2-(3-((4-(methylsulfonyl)phenyl)amino)prop-1-yn-1-yl)-1-(2,2,2-trifluoroethyl)-1H-indol-4-yl)amino)piperidin-1-yl)ethyl)piperidine-4-carboxamide